BrC=1C=C2C(=NC1)C=NN2CC(=O)N2CCCC2 2-(6-bromo-1H-pyrazolo[4,3-b]pyridin-1-yl)-1-(pyrrolidin-1-yl)ethan-1-one